4-(3-((4-fluorophenyl)carbamoyl)oxetan-3-yl)benzoic acid FC1=CC=C(C=C1)NC(=O)C1(COC1)C1=CC=C(C(=O)O)C=C1